acetic acid 2-(((4-methoxy-3,5-dimethylpyridin-2-yl) methyl) sulfinyl)-1H-benzo[d]imidazol-5-yl ester COC1=C(C(=NC=C1C)CS(=O)C1=NC2=C(N1)C=CC(=C2)OC(C)=O)C